[B].[F].O=C[C@H](O)[C@@H](O)[C@H](O)[C@H](O)CO glucose fluorine boron